C(C)(C)(C)OC(=O)N1CCN(CC1)C=1C=CC=2N=CN=C(C2N1)NC1=CC(=C(C=C1)OC1=CC2=C(N(C=N2)C)C=C1)C.ClP(C1=CC=C(C=C1)OC)C1=CC=C(C=C1)OC chlorobis(4-methoxyphenyl)phosphine tert-butyl-4-[4-({3-methyl-4-[(1-methyl-1,3-benzodiazol-5-yl)oxy]phenyl}amino)pyrido[3,2-d]pyrimidin-6-yl]piperazine-1-carboxylate